(2R,3R,4R,5s)-2-methyl-1-(((R)-1-(pyridin-3-yl)pyrrolidin-3-yl)methyl)piperidin-3,4,5-triol C[C@H]1N(C[C@@H]([C@H]([C@@H]1O)O)O)C[C@@H]1CN(CC1)C=1C=NC=CC1